2'-fluoro-N-(4-hydroxyphenyl)-[1,1'-biphenyl]-4-butanamide FC1=C(C=CC=C1)C1=CC=C(C=C1)CCCC(=O)NC1=CC=C(C=C1)O